(S)-1-Boc-piperidine-2-carboxylic acid C(=O)(OC(C)(C)C)N1[C@@H](CCCC1)C(=O)O